(5r,8r)-8-(8-Chloro-5-hydroxy-5,6-dihydro-4H-[1,2,4]triazolo[4,3-a][1]benzazepin-1-yl)-2-(propan-2-yl)-2-azaspiro[4.5]decan-1-on ClC=1C=CC2=C(C[C@H](CC=3N2C(=NN3)C3CCC2(CCN(C2=O)C(C)C)CC3)O)C1